3,3',3''-((nitrilotris(methylene))tris(1H-indazole-3,5-diyl))tris(2-(pyrrolidin-3-yl)propanoic acid) N(CC1=NNC2=CC=C(C=C12)CC(C(=O)O)C1CNCC1)(CC1=NNC2=CC=C(C=C12)CC(C(=O)O)C1CNCC1)CC1=NNC2=CC=C(C=C12)CC(C(=O)O)C1CNCC1